O=C1NC(CCC1N1C=NC2=C1C=CC(=C2)C#CCNC(OC(C)(C)C)=O)=O tert-butyl (3-(1-(2,6-dioxopiperidin-3-yl)-1H-benzo[d]imidazol-5-yl)prop-2-yn-1-yl)carbamate